COC=1C=CC(=C2C=CC=NC12)NC(CC1=CC=CC2=CC=CC=C12)=O N-(8-Methoxy-5-quinolinyl)-1-naphthaleneacetamide